2-[4-(2,5-difluorophenoxy)phenyl]-7-[1-(prop-2-enoyl)azetidin-3-yl]-4,5,6,7-tetrahydro-2H-pyrazolo[3,4-b]pyrazine-3-carboxamide FC1=C(OC2=CC=C(C=C2)N2N=C3N(CCNC3=C2C(=O)N)C2CN(C2)C(C=C)=O)C=C(C=C1)F